(1s,3s)-3-((5-(1-(2,2-difluoroethyl)-1H-benzo[d][1,2,3]triazol-6-yl)-4-methoxy-7H-pyrrolo[2,3-d]pyrimidin-2-yl)amino)-N,N,1-trimethylcyclobutane-1-carboxamide FC(CN1N=NC2=C1C=C(C=C2)C2=CNC=1N=C(N=C(C12)OC)NC1CC(C1)(C(=O)N(C)C)C)F